(1-aminobenzo[4,5]imidazo[1,2-a]pyrazin-3-yl)methyl acetate C(C)(=O)OCC=1N=C(C=2N(C1)C1=C(N2)C=CC=C1)N